1-((2-(4-(tert-Butyl)pyridin-2-yl)-4-fluoro-1H-pyrrolo[2,3-c]pyridin-5-yl)thio)cyclopropane-1-carboxylic acid C(C)(C)(C)C1=CC(=NC=C1)C1=CC=2C(=CN=C(C2F)SC2(CC2)C(=O)O)N1